2-[4-(4-hydroxymethyl-piperidin-1-yl)-6-(4-dimethylmethyl-piperazin-1-yl)-pyrimidin-2-ylamino]-4-methyl-thiazole-5-carboxylic acid ethyl ester C(C)OC(=O)C1=C(N=C(S1)NC1=NC(=CC(=N1)N1CCC(CC1)CO)N1CCN(CC1)C(C)C)C